3-bromo-2-(4-fluorophenyl)-5-methyl-4,5-dihydropyrazolo[1,5-a]pyrazin-6(7H)-one BrC=1C(=NN2C1CN(C(C2)=O)C)C2=CC=C(C=C2)F